C1(=CC=CC=C1)C=1N=COC(C1)=O 4-phenyl-6H-1,3-oxazine-6-one